3-((4-(1-(2-(2,6-dioxopiperidin-3-yl)benzyl)piperidin-4-yl)phenyl)amino)-5-(piperidin-1-yl)pyrazine-2-carboxamide O=C1NC(CCC1C1=C(CN2CCC(CC2)C2=CC=C(C=C2)NC=2C(=NC=C(N2)N2CCCCC2)C(=O)N)C=CC=C1)=O